tert-butyl 2-[(3S,4R)-1-[1-(2,6-dioxo-3-piperidyl)-3-methyl-2-oxo-benzimidazol-5-yl]-3-methyl-4-piperidyl]acetate O=C1NC(CCC1N1C(N(C2=C1C=CC(=C2)N2C[C@H]([C@H](CC2)CC(=O)OC(C)(C)C)C)C)=O)=O